(5RS)-3-[5-(3-cyclopropylphenoxy)pyridazin-4-yl]-5-(2,4-dimethylbenzyl)-5,6-dihydro-4H-1,2,4-oxadiazine C1(CC1)C=1C=C(OC=2C(=CN=NC2)C2=NOC[C@H](N2)CC2=C(C=C(C=C2)C)C)C=CC1 |r|